(4-formyl-3,5-dimethylphenyl)acetamide C(=O)C1=C(C=C(C=C1C)CC(=O)N)C